2,6-difluoro-4-iodoaniline FC1=C(N)C(=CC(=C1)I)F